CO[C@@H]1[C@@H]2N(C(=C(CO2)CSC2=NN=NN2)C(=O)OC(C2=CC=CC=C2)C2=CC=CC=C2)C1=O benzhydryl 7α-methoxy-3-(5-tetrazolyl)thiomethyl-1-oxa-3-cephem-4-carboxylate